(2e,4e)-1-(4-chlorophenyl)-5-phenylpentan-2,4-dien-1-one ClC1=CC=C(C=C1)C(\C=C\C=C\C1=CC=CC=C1)=O